C(CCCCCCCCCCCCCCC)C=1C(=C(C(=C(C1)C)C)C)S(=O)(=O)O cetyl-trimethyl-para-benzenesulfonic acid